CN1CCC(CC1)COC1=CC=2N(C=C1)C(=CN2)C2=CC(=NC=N2)NCC2=CC=C(C=C2)C=2C=NN(C2)C {6-[7-(1-methyl-piperidin-4-ylmethoxy)-imidazo[1,2-a]pyridin-3-yl]-pyrimidin-4-yl}-[4-(1-methyl-1H-pyrazol-4-yl)-benzyl]-amine